FC=1C=CC=[N+](C1C=1C=C2C=CC(N(C2=CN1)CC(F)(F)F)=O)[O-] 5-fluoro-1-oxido-6-[2-oxo-1-(2,2,2-trifluoroethyl)-1,7-naphthyridin-6-yl]pyridin